N-(1-methyl-3-oxo-2-((2-oxo-2,3-dihydrobenzo[d]oxazol-6-yl)methyl)isoindolin-5-yl)acetamide Pyridinium chlorochromate hydrochloride Cl.[Cr](=O)(=O)([O-])Cl.[NH+]1=CC=CC=C1.CC1N(C(C2=CC(=CC=C12)NC(C)=O)=O)CC1=CC2=C(NC(O2)=O)C=C1